CC1=CC(OC2=C(C(=CC=C12)O)OC(C)=O)=O 4-methyl-7-hydroxy-8-acetoxycoumarin